bis(di-n-propylaluminum) methyl-phosphonate CP([O-])([O-])=O.C(CC)[Al+]CCC.C(CC)[Al+]CCC